3-((3-Exo)-3-((7-((1H-indazol-3-yl)amino)-1,6-naphthyridin-5-yl)amino)-8-azabicyclo[3.2.1]oct-8-yl)propionitrile N1N=C(C2=CC=CC=C12)NC1=NC(=C2C=CC=NC2=C1)NC1CC2CCC(C1)N2CCC#N